(1R,3S,5R)-2-(2-(4-amino-7-(trifluoromethyl)-9H-pyrimido[4,5-b]indol-9-yl)acetyl)-N-(6-bromopyridin-2-yl)-2-azabicyclo[3.1.0]hexane-3-carboxamide NC1=NC=NC=2N(C3=CC(=CC=C3C21)C(F)(F)F)CC(=O)N2[C@@H]1C[C@@H]1C[C@H]2C(=O)NC2=NC(=CC=C2)Br